2-((2-fluoro-2'-methyl-3'-(3-morpholinopropoxy)-[1,1'-biphenyl]-3-yl)methoxy)-4,6-dimethoxypyrimidine-5-carbaldehyde FC1=C(C=CC=C1COC1=NC(=C(C(=N1)OC)C=O)OC)C1=C(C(=CC=C1)OCCCN1CCOCC1)C